t-butyl peroxypivalate tert-butyl-peroxyisobutyrate C(C)(C)(C)OOC(C(C)C)=O.C(C(C)(C)C)(=O)OOC(C)(C)C